N-(2-hydroxybutyl)-2-methylprop-2-enamide OC(CNC(C(=C)C)=O)CC